4-((5-(3,5-dimethylisoxazol-4-yl)-2-methylphenyl)(ethyl)amino)benzonitrile CC1=NOC(=C1C=1C=CC(=C(C1)N(C1=CC=C(C#N)C=C1)CC)C)C